3,3-dicyclopropyl-N-[4-(3,5-dimethyl-1H-pyrazol-4-yl)phenyl]-2-[5-(3-pyridyl)-4H-1,2,4-triazol-3-yl]propanamide C1(CC1)C(C(C(=O)NC1=CC=C(C=C1)C=1C(=NNC1C)C)C1=NN=C(N1)C=1C=NC=CC1)C1CC1